C(N)(=O)C1=CC=C(C(=C1C1=CC(=CC=C1Cl)C(CN(C(OC(C)(C)C)=O)CCC)C1=CC=CC=C1)F)OCCOC tert-Butyl (2-(6'-carbamoyl-6-chloro-2'-fluoro-3'-(2-methoxyethoxy)-[1,1'-biphenyl]-3-yl)-2-phenylethyl)(propyl)carbamate